ClC1=C(C(=NN1)C)NC(=O)C1=CC(=C(C=C1OC(C)C)B(O)O)F (4-((5-chloro-3-methyl-1H-pyrazol-4-yl)carbamoyl)-2-fluoro-5-isopropoxyphenyl)boronic acid